OC1=C(C=C(C=C1C(C)(C)C)CCCC(C=C)=O)N1N=C2C(=N1)C=CC(=C2)OC 2-(2'-hydroxy-5'-acryloylpropyl-3'-tert-butylphenyl)-5-methoxy-2H-benzotriazole